(E)-1-(3-(4-(4-amino-7-methyl-5-(4-((6-methylpyridin-2-yl)oxy)phenyl)-7H-pyrrolo[2,3-d]pyrimidin-6-yl)-1H-pyrazol-1-yl)azetidin-1-yl)-4-(dimethylamino)-2-methylbut-2-en-1-one NC=1C2=C(N=CN1)N(C(=C2C2=CC=C(C=C2)OC2=NC(=CC=C2)C)C=2C=NN(C2)C2CN(C2)C(\C(=C\CN(C)C)\C)=O)C